4-(3,4-dichlorophenyl)-4-vinyl-1,3-dioxolane-2-one ClC=1C=C(C=CC1Cl)C1(OC(OC1)=O)C=C